Cl.CNCC1=C(OC2=C1C=CC=C2)C N-methyl-1-(2-methylbenzofuran-3-yl)methanamine hydrochloride